O=C1CCN(CCC1)C(=O)OC(C)(C)C Tert-butyl 4-oxoazepan-1-carboxylate